C[Si](N([Si](C)(C)C)CC[Si](OC)(OC)OC)(C)C N,N-bis-(trimethylsilyl)aminoethyltrimethoxysilane